1-[(3R)-4-[6-(2-aminoethoxy)-2'-ethoxy-[2,3'-bipyridin]-5-yl]-3-ethylpiperazine-1-carbonyl]-5-chloro-2,3-dihydro-1H-indole-7-carbonitrile NCCOC1=C(C=CC(=N1)C=1C(=NC=CC1)OCC)N1[C@@H](CN(CC1)C(=O)N1CCC2=CC(=CC(=C12)C#N)Cl)CC